[(4-methoxyphenyl)methoxy]benzamide COC1=CC=C(C=C1)COC1=C(C(=O)N)C=CC=C1